C(C)(C)(C)OC(=O)N1CC(C1)OC1=NC(=NC(=C1)N(C1CCC(CC1)(F)F)C(=O)OC(C)(C)C)C=1SC=C(N1)C tert-butyl-3-((6-((tert-butoxycarbonyl)(4,4-difluorocyclohexyl)amino)-2-(4-methylthiazol-2-yl)pyrimidin-4-yl)oxy)azetidine-1-carboxylate